2-(7-(((1r,2r)-2-hydroxycyclohexyl)amino)-1H-pyrrolo[2,3-d]pyridazin-4-yl)-5-(trifluoromethyl)pyridin-3-ol (±)-3-(benzyloxy)-1-(2-chlorophenyl)-2-hydroxypropyl-acetate C(C1=CC=CC=C1)OC(C(=O)OC=1C(=NC=C(C1)C(F)(F)F)C1=C2C(=C(N=N1)N[C@H]1[C@@H](CCCC1)O)NC=C2)C(C(C)O)C2=C(C=CC=C2)Cl